CC1=NN=C(C2=CC=CC=C12)NC(C)C1=C(C(=CC=C1)C(F)(F)F)C methyl-N-(1-(2-methyl-3-(trifluoromethyl)phenyl)ethyl)phthalazin-1-amine